4-(Isoindolin-2-yl-methyl)-1-methyl-1H-indazol-7-ol trifluoroacetate FC(C(=O)O)(F)F.C1N(CC2=CC=CC=C12)CC1=C2C=NN(C2=C(C=C1)O)C